2,2-Diaminodiphenoxyethane NC(C(OC1=CC=CC=C1)OC1=CC=CC=C1)N